CC(C(C1=C(C(=CC(=C1)C)C)O)C1=C(C(=CC(=C1)C)C)O)C 2,2'-(2-methylpropylidene)bis[4,6-dimethylphenol]